[Ir]=O.[Mg] magnesium iridium oxide